(3-(3-(nitrooxy)-1-(2-phenyl-1H-indol-3-yl)propyl)phenyl)boronic acid [N+](=O)([O-])OCCC(C1=C(NC2=CC=CC=C12)C1=CC=CC=C1)C=1C=C(C=CC1)B(O)O